CC1(C[C@H](CN1)CCCNC(OC(C)(C)C)=O)C tert-butyl (R)-(3-(5,5-dimethylpyrrolidin-3-yl)propyl)carbamate